C(=CC=CCCCCC)CC(=O)O.C(C)(=O)OC\C=C/CC\C=C\CC (2Z,6E)-2,6-nonadien-1-yl acetate (NONADIENYL ACETATE)